N-(1H-benzo[d]imidazol-6-yl)-3,4-dichlorobenzamide N1C=NC2=C1C=C(C=C2)NC(C2=CC(=C(C=C2)Cl)Cl)=O